CN(CC1=CC=NC=C1)CC1=CC=C(C=C1)B(O)O (4-([METHYL(PYRIDIN-4-YLMETHYL)AMINO]METHYL)PHENYL)BORANEDIOL